(±)-2-((2-chloro-4-(4-(3-chlorophenyl)-trans-2,3-dimethylpiperazine-1-carbonyl)phenyl)thio)acetic acid ClC1=C(C=CC(=C1)C(=O)N1[C@H]([C@@H](N(CC1)C1=CC(=CC=C1)Cl)C)C)SCC(=O)O |r|